(S)-2,2-difluoro-2-(3-fluorophenyl)-1-phenylethyl ((S)-3-cyclohexyl-1-(((S)-4-(cyclopropyl amino)-3,4-dioxo-1-((S)-2-oxopyrrolidin-3-yl)butan-2-yl)amino)-1-oxopropan-2-yl)carbamate C1(CCCCC1)C[C@@H](C(=O)N[C@@H](C[C@H]1C(NCC1)=O)C(C(=O)NC1CC1)=O)NC(O[C@H](C(C1=CC(=CC=C1)F)(F)F)C1=CC=CC=C1)=O